6-(morpholin-4-yl)-1,3,5-triazin-2-amine N1(CCOCC1)C1=NC=NC(=N1)N